(S)-(-)-alpha-terpineol acetate C(C)(=O)OC([C@@H]1CC=C(C)CC1)(C)C